C(CCCCCCCCCCCCCCCCC)NC(CCCCCCCCC(=O)NCCCCCCCCCCCCCCCCCC)=O N,N'-distearyl-sebacamide